1-([1,1'-biphenyl]-4-yl)-N-methyl-methylamine C1(=CC=C(C=C1)CNC)C1=CC=CC=C1